Tridecenylamine C(=CCCCCCCCCCCC)N